C(C)C1=CC=CC=C1 ethylbenZene